BrC=1C=C(C=CC1)S(=O)(=N)C1=C(C=C(C#N)C=C1)C1CC1 4-(3-bromophenylsulfonimidoyl)-3-cyclopropylbenzonitrile